CC1(C(CCCC1)(CC=C)C)C trimethyl-(allyl)cyclohexane